C(CC)NC(O[C@H]1C[C@H](CC1)C1=CC(=NN1)NC(CC1=CC=CC=2N=CSC21)=O)=O (1R,3S)-3-{3-[(1,3-benzo-thiazol-7-ylacetyl)amino]-1H-pyrazol-5-yl}cyclopentyl propylcarbamate